C1(CC1)CS(=O)C=1C=C2C(=NC1)N(C=C2)C2=CC=C(C=C2)C2=NN=CN2C2OCCCC2 5-(cyclopropylmethylsulfinyl)-1-[4-(4-tetrahydropyran-2-yl-1,2,4-triazol-3-yl)phenyl]pyrrolo[2,3-b]pyridine